(1R,5S,6r)-6-(3-Iodo-1-isopropyl-1H-1,2,4-triazol-5-yl)bicyclo[3.1.0]hexan-3-ol IC1=NN(C(=N1)C1[C@H]2CC(C[C@@H]12)O)C(C)C